4-[[4-[[(1S)-2-hydroxy-1-phenyl-ethyl]amino]-5-(1H-triazol-5-yl)pyrimidin-2-yl]amino]-N,N-dimethyl-benzamide OC[C@H](C1=CC=CC=C1)NC1=NC(=NC=C1C1=CN=NN1)NC1=CC=C(C(=O)N(C)C)C=C1